[Li+].C(CCCCCC)C(C(=O)[O-])C(=O)[O-].[Li+] 2-heptylpropanedioic acid lithium salt